Cl.OB1OC(C2=C1C=CC(=C2)NC2=NC=C(C(=N2)N[C@H]2[C@@H](CCCC2)C#N)C)(C)C (trans)-2-[[2-[(1-hydroxy-3,3-dimethyl-2,1-benzoxaborol-5-yl)amino]-5-methyl-pyrimidin-4-yl]amino]cyclohexanecarbonitrile hydrochloride